CN(C(=O)C=1N(C2=CC=CC=C2C1)C)C N,N,1-trimethyl-1H-indole-2-carboxamide